(rac)-(6-(4-Chloro-3-methylphenyl)-2-azaspiro[3.4]octan-2-yl)((1s,3s)-3-hydroxy-3-methylcyclobutyl)methanone ClC1=C(C=C(C=C1)[C@H]1CC2(CN(C2)C(=O)C2CC(C2)(C)O)CC1)C |r|